C(CCCCCCCC)C1=C(C=CC=C1)OP(OC1=C(C=CC=C1)CCCCCCCCC)OC1=C(C=CC=C1)CCCCCCCCC tri(nonylphenyl)phosphite